BrC1=CC(=C(C=C1OC)C=1OC(=NN1)C)F 2-(4-bromo-2-fluoro-5-methoxyphenyl)-5-methyl-1,3,4-oxadiazole